C(C1=CC=CC=C1)(=O)C1=C(C(=CC(=C1)C(C)(C)C)C(C1=CC=CC=C1)=O)O 2,6-dibenzoyl-4-tert-butylphenol